FC=1C=C(C=CC1F)C=1C=C2C=NN(C2=C(C1)C(=O)N[C@@H](C)C1=CC=C(C(=O)O)C=C1)CC1=CC=C(C=C1)C1=CC=C(C=C1)F (S)-4-(1-(5-(3,4-difluorophenyl)-1-((4'-fluoro-[1,1'-biphenyl]-4-yl)methyl)-1H-indazole-7-carboxamido)ethyl)benzoic acid